C1(CCCC1)NC1=CC=C(C=C1)[C@@H]1N(CCC[C@@H]1C(=O)NC1=CC(=C(C=C1)C)C(F)(F)F)S(=O)(=O)C=1C(=NN(C1C)C)C (2R,3S)-2-(4-(cyclopentylamino)phenyl)-N-(4-methyl-3-(trifluoromethyl)phenyl)-1-((1,3,5-trimethyl-1H-pyrazol-4-yl)sulfonyl)piperidine-3-carboxamide